N1C(=CC2=CC=CC=C12)C(=O)N1[C@@H]([C@H]2C([C@H]2C1)(C)C)C(=O)N[C@H](C=O)C[C@H]1C(NCC1)=O (1R,2S,5S)-3-(1H-Indole-2-carbonyl)-6,6-dimethyl-N-((S)-1-oxo-3-((S)-2-oxopyrrolidin-3-yl)propan-2-yl)-3-azabicyclo[3.1.0]hexane-2-carboxamide